benzyl 3-[4-amino-2-(azepan-1-yl)phenyl]-6,8-dihydro-5H-imidazo[1,5-a]pyrazinecarboxylate NC1=CC(=C(C=C1)C1=NC(=C2N1CCNC2)C(=O)OCC2=CC=CC=C2)N2CCCCCC2